NC1C2=CC=CC=C2CC12CCNCC2 1-amino-1,3-dihydro-spiro[indene-2,4'-piperidine]